C=CCCCCCCC=CCCCCCCC (-)-1,9-heptadecadiene